COC(C)C=1C=C(C2=C(N=C(O2)N2CC3N(C(C2)C3)C(=O)OC(C)(C)C)C1C(F)(F)F)C=1SC=CN1 tert-Butyl 3-(5-(1-methoxyethyl)-7-(thiazol-2-yl)-4-(trifluoromethyl)benzo[d]oxazol-2-yl)-3,6-diazabicyclo[3.1.1]heptane-6-carboxylate